isopropylthio β-D-galactopyranoside O([C@H]1[C@H](O)[C@@H](O)[C@@H](O)[C@H](O1)CO)SC(C)C